(3-(5-(2-methyl-[1,1'-biphenyl]-3-yl)-1,3,4-oxadiazol-2-yl)benzyl)-L-proline methyl ester COC([C@H]1N(CCC1)CC1=CC(=CC=C1)C=1OC(=NN1)C=1C(=C(C=CC1)C1=CC=CC=C1)C)=O